FC(CN1C(=NC=2C1=NC(=CC2)C=2C=CN1N=C(N=CC12)NC1CCN(CC1)C1COC1)C)F 5-(3-(2,2-difluoroethyl)-2-methyl-3H-imidazo[4,5-b]pyridin-5-yl)-N-(1-(oxetan-3-yl)piperidin-4-yl)pyrrolo[2,1-f][1,2,4]triazin-2-amine